O=C1NC(CCC1N1C(C2=CC=C(C=C2C1)C(=O)N1CCC2(CN(C2)C(CCCOC2=C(C=C3C(=NC=NC3=C2)OC2=C(C=CC=C2)F)OC)=O)CC1)=O)=O 4-((7-(4-(7-(2-(2,6-dioxopiperidin-3-yl)-1-oxoisoindoline-5-carbonyl)-2,7-diazaspiro[3.5]non-2-yl)-4-oxobutoxy)-6-methoxyquinazolin-4-yl)oxy)-3-fluorobenzene